(S)-6-phenoxy-3-(3-(5-(trifluoromethyl)pyridin-2-yloxy)pyrrolidin-1-yl)pyridinecarbaldehyde O(C1=CC=CC=C1)C1=CC=C(C(=N1)C=O)N1C[C@H](CC1)OC1=NC=C(C=C1)C(F)(F)F